ClC=1N=CC2=C(N(C3=CC=CC(=C23)F)CC2=CC=C(C=C2)C=2N(C=C(N2)C(F)(F)F)C(C)C)N1 2-chloro-5-fluoro-9-(4-(1-isopropyl-4-(trifluoromethyl)-1H-imidazol-2-yl)benzyl)-9H-Pyrimido[4,5-b]indole